Tert-butyl 3-(2-(tert-butoxy)-2-oxoethoxy)azetidine-1-carboxylate C(C)(C)(C)OC(COC1CN(C1)C(=O)OC(C)(C)C)=O